COC1=CC=C(C=C1)/C=C/C(=O)N(C1=CC=CC=C1)CCSC (E)-3-(4-methoxyphenyl)-N-(2-methylsulfanyl-ethyl)-N-phenylprop-2-enamide